methyl (S)-3-((2-amino-5-chloro-4-(methylcarbamoyl) phenyl) amino)-4,4-dimethylvalerate NC1=C(C=C(C(=C1)C(NC)=O)Cl)N[C@@H](CC(=O)OC)C(C)(C)C